(S)-6-bromo-8-(cyclopropyl)-2-trifluoromethyl-2H-benzopyran-3-carbaldehyde BrC=1C=C(C2=C(C=C([C@H](O2)C(F)(F)F)C=O)C1)C1CC1